(4-chlorophenyl)-4-{3-(4-chlorophenyl)-1-[2-(4-morpholinyl)ethyl]ureido}benzamide ClC1=CC=C(C=C1)C1=C(C(=O)N)C=CC(=C1)N(C(=O)NC1=CC=C(C=C1)Cl)CCN1CCOCC1